N-[4-[(3-aminocyclobutyl)methylcarbamoyl]-3-chloro-phenyl]-5-(2,3-difluoro-4-methoxy-phenyl)-1-methyl-imidazole-2-carboxamide NC1CC(C1)CNC(=O)C1=C(C=C(C=C1)NC(=O)C=1N(C(=CN1)C1=C(C(=C(C=C1)OC)F)F)C)Cl